CN1C(=CC2=CC=C(C=C12)C)C#CC1=CC=CC=C1 1,6-dimethyl-2-(phenylethynyl)-1H-indole